CN(CCCC=CC(CCCCCCCC\C=C/C\C=C/CCCCC)CCCCCCCC\C=C/C\C=C/CCCCC)C (15Z,18Z)-N,N-dimethyl-6-((9Z,12Z)-octadeca-9,12-dien-1-yl)tetracos-4,15,18-trien-1-amine